calcium magnesium carbonate hydroxide [OH-].C([O-])([O-])=O.[Mg+2].[Ca+2]